CC1=C(OC=2CCC3=CN(N=C3C21)CC2=CC=C(C=C2)C)C(=O)NCC=2C=NC=CC2 8-methyl-2-(4-methylbenzyl)-N-(pyridin-3-ylmethyl)-4,5-dihydro-2H-furo[2,3-g]indazole-7-carboxamide